((S)-1-oxo-1-(((S)-1-oxo-3-(2-oxo-1,2-dihydropyridin-3-yl)propan-2-yl)amino)hexan-2-yl)carbamic acid O=C([C@H](CCCC)NC(O)=O)N[C@H](C=O)CC=1C(NC=CC1)=O